C(C)N(S(=O)(=O)C=1SC(=CC1)N1CCOCC1)[C@H](C(F)(F)F)C1=CC=C(C=C1)F (S)-N-ethyl-5-morpholino-N-(2,2,2-trifluoro-1-(4-fluorophenyl)ethyl)thiophene-2-sulfonamide